((3S,6S)-1-(1-(2,2-difluoroethyl)-1H-pyrazolo[3,4-b]pyrazin-6-yl)-6-methylpiperidin-3-yl)methanol FC(CN1N=CC=2C1=NC(=CN2)N2C[C@H](CC[C@@H]2C)CO)F